N-[4-(3-acetamidophenoxy)-3-sulfamylphenyl]-2-(2-chlorophenyl)acetamide C(C)(=O)NC=1C=C(OC2=C(C=C(C=C2)NC(CC2=C(C=CC=C2)Cl)=O)S(N)(=O)=O)C=CC1